(2-(((1R,3s,5S)-9-(ethylsulfonyl)-9-azabicyclo[3.3.1]nonan-3-yl)(methyl)amino)-5-fluoro-6-((5-methyl-1H-pyrazol-3-yl)amino)pyrimidin-4-yl)methanol C(C)S(=O)(=O)N1[C@H]2CC(C[C@@H]1CCC2)N(C2=NC(=C(C(=N2)CO)F)NC2=NNC(=C2)C)C